9-methyl-1,4-dioxa-9,12-diazadispiro[4.2.58.25]pentadecan-13-one CN1C2(CCC3(OCCO3)CC2)C(NCC1)=O